ClC1=CC=C(OC=2C=NNC2C2=C(C=CC=C2)OC(F)(F)F)C=C1 4-(4-Chlorophenoxy)-5-[2-(trifluoromethoxy)phenyl]-1H-pyrazole